CC1(C2C1C(=O)OC2=O)C 3,3-dimethylcyclopropane-1,2-diformic anhydride